FC(C)[Si](OC)(OC)OC 1-fluoroethyltrimethoxysilane